CC=1C=CC(=C(NCCC2=CC=C(C=C2)C)C1)[N+](=O)[O-] 5-methyl-N-(4-methylphenylethyl)-2-nitroaniline